O1C2=C(NCC1)C=C(C=C2)C=2C(=NC=1N(C2OC)N=C(C1C1=CC=CC=C1)C1=CC=CC=C1)NC1=NC=CC=C1 6-(3,4-dihydro-2H-benzo[b][1,4]oxazin-6-yl)-7-methoxy-2,3-diphenyl-N-(pyridin-2-yl)pyrazolo[1,5-a]pyrimidin-5-amine